ClC1=NC=CC(=C1)OC1=C(N=C(S1)NC)C1=NC(=CC=C1)C (5-(2-chloropyridin-4-yloxy))-N-methyl-4-(6-methylpyridin-2-yl)thiazol-2-amine